FC(C(=O)N[C@H]1CNCC12CC2)(OC2=CC=CC=C2)F (R)-2,2-difluoro-2-phenoxy-N-(5-azaspiro[2.4]hept-7-yl)acetamide